C(C1=CC=CC=C1)OC1=CC=C(C=C1)C1=CC2=C(N=CN=C2N2CC(NC(C2)C)C)N1 6-(4-(benzyloxy)phenyl)-4-(3,5-dimethylpiperazin-1-yl)-7H-pyrrolo[2,3-d]pyrimidine